BrC1=CC=C(CNCC(=O)NCC2=CC=C(C=C2)Cl)C=C1 2-((4-bromobenzyl)amino)-N-(4-chlorobenzyl)acetamide